N-cyclopentyl-5-(5-fluoro-2-((5-(piperazin-1-yl)pyridin-2-yl)amino)pyrimidin-4-yl)-4-methylthiazol-2-amine C1(CCCC1)NC=1SC(=C(N1)C)C1=NC(=NC=C1F)NC1=NC=C(C=C1)N1CCNCC1